ClC=1N=CSC1C(C)=O 1-(4-Chlorothiazol-5-yl)ethanone